3,3-dimethylbutyltrimethoxysilane CC(CC[Si](OC)(OC)OC)(C)C